2-(6-((1-amino-2-methylprop-2-yl)oxy)pyridin-2-yl)-4-(2-fluoro-6-methoxyphenyl)-2,3-dihydro-1H-pyrrolo[3,4-c]pyridin-1-one NCC(C)(C)OC1=CC=CC(=N1)N1CC=2C(=NC=CC2C1=O)C1=C(C=CC=C1OC)F